ClCC=1C=C(C=NC1)C1=C(C=C(C(=O)N)C=C1)C 4-(5-(chloromethyl)pyridin-3-yl)-3-methylbenzamide